p-acetoxyphenylpropionic acid C(C)(=O)OC1=CC=C(C=C1)C(C(=O)O)C